C(C)(C)(C)OC(=O)N1C[C@@H](CCC1)OC=1N(N=CC1Br)C (3R)-3-(4-bromo-2-methyl-pyrazol-3-yl)oxypiperidine-1-carboxylic acid tert-butyl ester